C1N(CCC2=CC=CC=C12)CC(CN1CC2=C(CCC1)C=CC=C2)O 2-[3-(3,4-dihydro-1H-isoquinolin-2-yl)-2-hydroxy-propyl]-4,5-dihydro-3H-2-benzazepin